C1(=CC=CC=2C3=CC=CC=C3C3=CC=CC=C3C12)C1=C(C=CC=C1)C1=CC=CC=2OC3=C(C21)C=CC=C3 (triphenyleneyl)(dibenzofuranyl)benzene